4-(5-bromopyrimidin-2-yl)benzonitrile BrC=1C=NC(=NC1)C1=CC=C(C#N)C=C1